3-[4-(4-aminopiperidin-1-yl)-7-fluoro-3-(3-fluoro-5-methylphenyl)quinolin-6-yl]-2-hydroxybenzonitrile NC1CCN(CC1)C1=C(C=NC2=CC(=C(C=C12)C=1C(=C(C#N)C=CC1)O)F)C1=CC(=CC(=C1)C)F